C(C)(C)(C)OC(=O)NC1=C(C=C(C=N1)NC(C(=O)N1CC(N(CC1C1=CC=C(C=C1)F)C(=O)OC(C)C)C)=O)C1CC1 isopropyl 4-(2-((6-((tert-butoxycarbonyl)amino)-5-cyclopropylpyridin-3-yl)amino)-2-oxoacetyl)-5-(4-fluorophenyl)-2-methylpiperazine-1-carboxylate